N-((S)-6-(7,7-difluoro-2-((2S,3R)-3-hydroxy-2-methylazetidin-1-yl)-6,7-dihydro-5H-cyclopenta[d]pyrimidin-4-yl)-2,3-dihydrofuro[3,2-b]pyridin-3-yl)methanesulfonamide FC1(CCC2=C1N=C(N=C2C=2C=C1C(=NC2)[C@@H](CO1)NS(=O)(=O)C)N1[C@H]([C@@H](C1)O)C)F